2,6-diethyl-4-methyl-benzenemalononitrile C(C)C1=C(C(=CC(=C1)C)CC)C(C#N)C#N